ClC1=C(C=C(OCC(=O)N[C@H]2CC[C@@H](N(C2)C(=O)OC(C)(C)C)C(NC2=CC(=C(C=C2)F)C(F)(F)F)=O)C=C1)F tert-butyl (2R,5S)-5-[2-(4-chloro-3-fluorophenoxy)acetamido]-2-{[4-fluoro-3-(trifluoromethyl)phenyl]carbamoyl}piperidine-1-carboxylate